ClC1=CN(C2=NC=C(C=C21)C(=O)NC(COCC2=C(C=CC=C2)C#N)(C)C)C 3-chloro-N-(1-((2-cyanobenzyl)oxy)-2-methylpropan-2-yl)-1-methyl-1H-pyrrolo[2,3-b]pyridine-5-carboxamide